IC1=CC=CC2=C1OC1=C2C=2C=CC=CC2C=C1 8-iodobenzo[b]naphtho[1,2-d]furan